ClC1=NC=C(C(=N1)NCC1CCN(CC1)C=1N(C=C(N1)C(F)(F)F)C)[N+](=O)[O-] 2-chloro-N-((1-(1-methyl-4-(trifluoromethyl)-1H-imidazol-2-yl)piperidin-4-yl)methyl)-5-nitropyrimidin-4-amine